C(C=C)(=O)N1CC(CC1)C=1N=C(N2C(=NC=CC21)N)C2=C(C=C(C(=O)NC1=NC=CC=C1)C=C2)C#N 4-(1-(1-acryloylpyrrolidin-3-yl)-5-aminoimidazo[1,5-c]pyrimidin-3-yl)-3-cyano-N-(pyridin-2-yl)benzamide